1-[2-(3,4-epoxycyclohexyl)ethyl]-13-norbornanyl-1,1,3,3,5,5,7,7,9,9,11,11,13,13-tetradecamethylheptasiloxane C1(CC2C(CC1)O2)CC[Si](O[Si](O[Si](O[Si](O[Si](O[Si](O[Si](C)(C)C21CCC(CC2)C1)(C)C)(C)C)(C)C)(C)C)(C)C)(C)C